di(5-methyl-5-hexene) phthalate C(C=1C(C(=O)O)=CC=CC1)(=O)O.CC(CCCC)=C.CC(CCCC)=C